tert-butyl [(2S)-1-{[bis(3-thienylmethyl)carbamoyl]oxy}hexan-2-yl]carbamate S1C=C(C=C1)CN(C(=O)OC[C@H](CCCC)NC(OC(C)(C)C)=O)CC1=CSC=C1